OC[C@H]1[C@@H](C1)C#CC#CC1=CC=C(C(=O)O)C=C1 4-[[(1R,2R)-2-(Hydroxymethyl)cyclopropyl]buta-1,3-diynyl]benzoic acid